6-(5,6-DIHYDRO-8H-IMIDAZO[2,1-C][1,4]OXAZIN-3-YL)-N-(1-METHYL-1H-INDAZOL-7-YL)PYRIDINE-3-SULFONAMIDE N=1C=C(N2C1COCC2)C2=CC=C(C=N2)S(=O)(=O)NC=2C=CC=C1C=NN(C21)C